(R)-2-((6-fluoro-2-methylpyridin-3-yl)oxy)-N-(3-(N-(2-hydroxyacetyl)-S-methylamino-sulfinyl)phenyl)-4-methyl-5-(trifluoromethyl)nicotinamide FC1=CC=C(C(=N1)C)OC1=C(C(=O)NC2=CC(=CC=C2)[S@@](=O)N(C(CO)=O)C)C(=C(C=N1)C(F)(F)F)C